(7R,14R)-1-(difluoromethoxy)-11-[2-(3-oxopiperazin-1-yl)pyrimidin-5-yl]-6,7-dihydro-7,14-methanobenzimidazo[1,2-b][2,5]benzodiazocin-5(14H)-one FC(OC1=CC=CC=2C(N[C@H]3C=4N([C@@H](C21)C3)C3=C(N4)C=CC(=C3)C=3C=NC(=NC3)N3CC(NCC3)=O)=O)F